FC(C1=CC=C(C=C1)NC1=NC=2C(N=C1NC1=CC=C(C=C1)C(F)(F)F)=NON2)(F)F N5,N6-bis(4-(trifluoromethyl)phenyl)-[1,2,5]oxadiazolo[3,4-b]pyrazine-5,6-diamine